4-{[4,6-bis(octylthio)-1,3,5-triazin-2-yl]amino}-2,6-di-tert-butylphenol C(CCCCCCC)SC1=NC(=NC(=N1)SCCCCCCCC)NC1=CC(=C(C(=C1)C(C)(C)C)O)C(C)(C)C